4-amino-3-methylpiperidin-2-one NC1C(C(NCC1)=O)C